CN[C@H]1[C@@H](CCCC1)NC trans-N,N'-dimethyl-cyclohexane-1,2-diamine